FC(C1=CC=C(OC2=CC(=CC3=CC=CC=C23)C=2C=C(C=CC2)NC(C=C)=O)C=C1)(F)F N-(3-(4-(4-(trifluoromethyl)phenoxy)naphthalen-2-yl)phenyl)acrylamide